C(C1=CC=CC=C1)N1CC(CCC1)NC1=NN=C(C=2N1N=CC2)C2=C(C=C(C=C2C)C(F)(F)F)OCOCC N-(1-benzylpiperidin-3-yl)-4-(2-(ethoxymethoxy)-6-methyl-4-(trifluoromethyl)phenyl)pyrazolo[1,5-d][1,2,4]triazin-7-amine